1,3-diphenylbiguanide C1(=CC=CC=C1)NC(=N)N(C(=N)N)C1=CC=CC=C1